CN(C)\C=C\1/C(CCC1=O)NC(OC(C)(C)C)=O tert-Butyl N-[(2E)-2-[(dimethylamino)methylidene]-3-oxocyclopentyl]carbamate